O=C1NC(CCC1N1C(C2=C3C(C(=CC=C13)CNC(CCCC(=O)O)=O)=CC=C2)=O)=O 5-[[1-(2,6-dioxo-3-piperidyl)-2-oxo-benzo[cd]indol-6-yl]methylamino]-5-oxo-pentanoic acid